6-amino-N-(2-{9-amino-1,4-dioxa-7-azaspiro[4.4]nonan-7-yl}-3-fluoro-5,6,7,8-tetrahydroquinolin-6-yl)-2-methylthieno[2,3-d][1,3]thiazole-5-carboxamide NC1=C(SC=2N=C(SC21)C)C(=O)NC2CC=1C=C(C(=NC1CC2)N2CC1(OCCO1)C(C2)N)F